N[C@@H](CC(=O)OCC)C=1C(=C(C=C(C1F)C(F)(F)F)C1=C(C=C(C=C1C)C)F)F ethyl (3S)-3-amino-3-(2,2',4-trifluoro-4',6'-dimethyl-5-(trifluoromethyl)-[1,1'-biphenyl]-3-yl)propanoate